NC1=NC(=NC(=N1)C)C1=CC=CC=C1 2-Amino-4-methyl-6-phenyl-1,3,5-triazine